FC1([C@@](C(N(C1)C)=O)(O)C1=CC(=NO1)C=1C=C(C(=C(C1)B(O)O)F)F)F (R)-(5-(5-(4,4-difluoro-3-hydroxy-1-methyl-2-oxopyrrolidin-3-yl)isoxazol-3-yl)-2,3-difluorophenyl)boronic acid